bis(2-methyl-4-methoxy-8-quinolinolate) Aluminum [Al+2].CC1=NC2=C(C=CC=C2C(=C1)OC)[O-].CC1=NC2=C(C=CC=C2C(=C1)OC)[O-]